OC[C@H](C[C@H]1C(NCC1)=O)NC([C@H](CC(C)C)NC(OC(CC1=CC=CC=C1)C(C)C)=O)=O 3-Methyl-1-phenylbutan-2-yl ((S)-1-(((S)-1-hydroxy-3-((S)-2-oxopyrrolidin-3-yl)propan-2-yl)amino)-4-methyl-1-oxopentan-2-yl)carbamate